2-(3-bromo-benzylideneamino)-3-(4-hydroxy-phenyl)propanoic acid BrC=1C=C(C=NC(C(=O)O)CC2=CC=C(C=C2)O)C=CC1